C(C1=CC=CC=C1)OC=1C=CC(=C(C1)C(C(=O)N)C1CCOCC1)C(C1=CC=C(C=C1)F)=O [5-benzyloxy-2-(4-fluorobenzoyl)phenyl]-2-tetrahydropyran-4-yl-acetamide